OC=1C(=C2C=CC(=CC2=CC1)B(O)O)C1OCCCC1 6-HYDROXY-5-(TETRAHYDROPYRAN-2-YL)NAPHTHALENE-2-BORONIC ACID